((((S)-1-(2-chlorophenyl)-2-oxocyclohexyl)(methyl)carbamoyl)oxy)methyl L-valinate N[C@@H](C(C)C)C(=O)OCOC(N(C)[C@]1(C(CCCC1)=O)C1=C(C=CC=C1)Cl)=O